N1=C(C=CC=C1)CN[C@@H](CCO[C@@H]1C[C@@H](C1)CCC1=NC=2NCCCC2C=C1)C(=O)O N-picolyl-O-(cis-3-(2-(5,6,7,8-tetrahydro-1,8-naphthyridin-2-yl)ethyl)cyclobutyl)homoserine